[C@H]12COC[C@H](CC(C1)OC=1C(=CC(=NC1)C(F)(F)F)C1=CC=3N(C=C1)N=C(C3)NC(=O)C3CC3)N2 N-(5-(5-(((1R,5S,7s)-3-oxa-9-azabicyclo[3.3.1]nonan-7-yl)oxy)-2-(trifluoromethyl)pyridin-4-yl)pyrazolo[1,5-a]pyridin-2-yl)cyclopropanecarboxamide